C(C)(C)(C)OC(N[C@H](CC1=NC2=CC=CC=C2C=C1)C1=CC=CC=C1)=O (R)-(1-phenyl-2-(quinolin-2-yl)-ethyl)-carbamic acid tert-butyl ester